N=1N(N=NC1)CC1=CC(=C(C=C1)N1C=NC(=C1)C1=NC(=NC=C1C(F)(F)F)NC1CCN(CC1)S(=O)(=O)C)Cl 4-(1-(4-((2H-tetrazol-2-yl)methyl)-2-chlorophenyl)-1H-imidazol-4-yl)-N-(1-(methylsulfonyl)piperidin-4-yl)-5-(trifluoromethyl)pyrimidin-2-amine